COC(=O)C=1N=C(SC1Br)N 2-amino-5-bromothiazole-4-carboxylic acid methyl ester